1-Ethyl-5-aminotetrazole C(C)N1N=NN=C1N